FC=1C=C(C=CC1OC)C1=CC=2C3=C(C=NC2C=C1)N(C(N3C=3C(=NC=NC3)C)=N)C 8-(3-Fluoro-4-methoxyphenyl)-3-methyl-1-(4-methylpyrimidin-5-yl)-1,3-dihydro-2H-imidazo[4,5-c]quinolin-2-imine